3-{12-Azatricyclo[6.3.1.02,7]dodeca-2,4,6-trien-12-yl}butan-2-one Manganese molybdenum [Mo].[Mn].C12C3=CC=CC=C3C(CCC1)N2C(C(C)=O)C